C12(CC(C1)C2)C(=O)N2[C@H]([C@H]([C@H](C2)F)NS(=O)(=O)C)CC=2C(=C(C=CC2)C2=CC(=CC=C2)F)F N-{(2S,3R,4S)-1-(bicyclo[1.1.1]pentane-1-carbonyl)-2-[(2,3'-difluoro[1,1'-biphenyl]-3-yl)methyl]-4-fluoropyrrolidin-3-yl}-methanesulfonamide